isocyanato-methyl-triazine N(=C=O)C=1C(=NN=NC1)C